BrC=1C=C(C=CC1)C=1N=C(SC1)NC(CNC(C1=CC(=CC=C1)S(=O)(=O)C(C)C)=O)=O N-[2-[[4-(3-bromophenyl)thiazol-2-yl]amino]-2-oxo-ethyl]-3-isopropylsulfonyl-benzamide